7-methoxy-2-chloro-3-benzimidazolylquinoline COC1=CC=C2C=C(C(=NC2=C1)Cl)C=1NC2=C(N1)C=CC=C2